tert-butyl ((1S,3r)-3-(((S)-(2,3-dichloro-6-fluoro-5-hydroxyphenyl)(4-fluorobicyclo[2.2.1]heptan-1-yl)methyl)carbamoyl)cyclobutyl)carbamate ClC1=C(C(=C(C=C1Cl)O)F)[C@H](C12CCC(CC1)(C2)F)NC(=O)C2CC(C2)NC(OC(C)(C)C)=O